(4-Methylpent-1-ene-1,5-diyl)dibenzene CC(CC=CC1=CC=CC=C1)CC1=CC=CC=C1